BrC=1C=C(CN2C(C=C(C=C2)C=2C=C3C(=NNC3=CC2)C=2C=NN(C2)C)=O)C=C(C1)F 1-(3-bromo-5-fluorobenzyl)-4-(3-(1-methyl-1H-pyrazol-4-yl)-1H-indazol-5-yl)pyridin-2(1H)-one